2-[[7-amino-1-oxo-4-[3-(3-thienyl)phenyl]isoindolin-2-yl]methyl]prop-2-enamide NC=1C=CC(=C2CN(C(C12)=O)CC(C(=O)N)=C)C1=CC(=CC=C1)C1=CSC=C1